methyl (2S)-2-((7-chloro-2-(4-(chlorosulfonyl)-2,6-difluorocyclohexa-2,4-dien-1-yl)-6-fluoroimidazo[1,2-a]pyridin-3-yl)methyl)morpholine-4-carboxylate ClC1=CC=2N(C=C1F)C(=C(N2)C2C(=CC(=CC2F)S(=O)(=O)Cl)F)C[C@H]2CN(CCO2)C(=O)OC